C(C)(C)(C)OC(=O)N1C(C(C2=CC=C(C=C12)Br)(C)O)=O.CC1=NC2=CC=C(C=C2C=C1)NC(CCC)=O N-(2-methylquinolin-6-yl)butanamide tert-butyl-6-bromo-3-hydroxy-3-methyl-2-oxoindoline-1-carboxylate